(S)-(ethyl [2-(diethylamino)ethyl]sulfanyl (ethyl)phosphinate) C(C)S(P([O-])(=O)CC)CCN(CC)CC